NC1=NC=C(C=2N=C(N=CC21)NC2CCC(CC2)O)C2CCCC2 (1R,4R)-4-((5-amino-8-cyclopentylpyrido[4,3-d]pyrimidin-2-yl)amino)cyclohexane-1-ol